[NH4+].S(=O)(=O)([O-])[O-].[Na+] sodium sulfate ammonium salt